C(C1=CC=CC=C1)C=1N=C(SC1)C1=CN(C=2N=C(N=CC21)Cl)[C@H]2[C@@H]([C@@H](C(C2)C2CNCCC2)O)O (1R,2S,3R)-3-[5-(4-benzyl-1,3-thiazol-2-yl)-2-chloropyrrolo[2,3-d]pyrimidin-7-yl]-5-(piperidin-3-yl)cyclopentane-1,2-diol